ClC=1C(=NC(=NC1)N1C[C@@H](O[C@@H](C1)C)C)NC1=CC=2C3=C(C(N(C2C=C1)C)=O)C(OC[C@@H](N3)C)=O (S)-10-((5-chloro-2-((2S,6R)-2,6-dimethylmorpholino)pyrimidin-4-yl)amino)-2,7-dimethyl-2,3-dihydro-[1,4]oxazepino[6,5-c]quinoline-5,6(1H,7H)-dione